OCC1(C[C@H]2COC[C@@H](C1)N2C(=O)OC(C)(C)C)C tert-butyl (1R,5S)-7-(hydroxymethyl)-7-methyl-3-oxa-9-azabicyclo[3.3.1]nonane-9-carboxylate